N-(2-ethylhexyl)-2-(3-methoxy-4-(tert-butylcarbonyloxy)-phenyl)-7-methoxy-3,5-bis-(tert-butylcarbonyloxy)-quinolin-4-one C(C)C(CN1C(=C(C(C2=C(C=C(C=C12)OC)OC(=O)C(C)(C)C)=O)OC(=O)C(C)(C)C)C1=CC(=C(C=C1)OC(=O)C(C)(C)C)OC)CCCC